CCC(CCCCCCCCCCCCCCCCCC)O heneicosane-3-ol